C(C)(=O)N1CCC2=C(C=CC=C12)NC1CCN(CC1)CC(=O)N1[C@@H](C[C@@H](C1)F)C#N (2S,4S)-1-[2-[4-[(1-Acetylindolin-4-yl)amino]-1-piperidyl]acetyl]-4-fluoro-pyrrolidin-2-carbonitril